tert-butyl (3R)-3-aminopyrrolidine-1-carboxylate N[C@H]1CN(CC1)C(=O)OC(C)(C)C